N-(3-chloro-5-(methylsulfonyl)phenyl)-1-(5-chloropyridin-2-yl)-5-methyl-1H-pyrrole-3-carboxamide ClC=1C=C(C=C(C1)S(=O)(=O)C)NC(=O)C1=CN(C(=C1)C)C1=NC=C(C=C1)Cl